NC1=NC2=C(C=C(C1)C(=O)O)C=CC(=C2)C(NC2=CC=CC=C2)=O 2-amino-8-(phenylcarbamoyl)-3H-1-benzazepine-4-carboxylic acid